tert-butyl 5-methoxy-4-({5-[2-(3-methoxyazetidin-1-yl)-4-(methoxycarbonyl)phenyl]-6-azaspiro[2.5]octan-6-yl}methyl)-7-methylindole-1-carboxylate COC=1C(=C2C=CN(C2=C(C1)C)C(=O)OC(C)(C)C)CN1C(CC2(CC2)CC1)C1=C(C=C(C=C1)C(=O)OC)N1CC(C1)OC